Lithium thiodiacetate S(CC(=O)[O-])CC(=O)[O-].[Li+].[Li+]